C[C@H]1CN(C[C@@H](O1)C)C=1C=2N(C=C(C1)S(=O)(=O)NC1(COC1)C)C(=NC2)C=2SC(=NN2)CO 8-((2S,6S)-2,6-dimethylmorpholinyl)-3-(5-(hydroxymethyl)-1,3,4-thiadiazol-2-yl)-N-(3-methyloxetane-3-yl)imidazo[1,5-a]pyridine-6-sulfonamide